FC=1C=C(C#N)C=CC1OCC1=NC(=CC=C1)OC1CCNCC1 3-fluoro-4-((6-(Piperidin-4-oxy)pyridin-2-yl)methoxy)benzonitrile